CN1C(N(C2=C1C=C(C=C2)C=2C=NC(=NC2)C2CCNCC2)C2C(NC(CC2)=O)=O)=O 3-{3-methyl-2-oxo-5-[2-(piperidin-4-yl)pyrimidin-5-yl]-1,3-benzodiazol-1-yl}piperidine-2,6-dione